[4-[2-[(2R)-piperazin-2-yl]-3H-imidazo[4,5-b]pyridin-7-yl]-1-piperidyl]-[4-(trifluoromethoxy)phenyl]methanone N1[C@H](CNCC1)C1=NC=2C(=NC=CC2C2CCN(CC2)C(=O)C2=CC=C(C=C2)OC(F)(F)F)N1